1-(1,4-diethoxy-1,4-dioxobutan-2-yl)-4-(3-(methoxycarbonyl)bicyclo[1.1.1]pentan-1-yl)pyridin-1-ium ethyl-sulfate C(C)OS(=O)(=O)[O-].C(C)OC(C(CC(=O)OCC)[N+]1=CC=C(C=C1)C12CC(C1)(C2)C(=O)OC)=O